8-(4-Thiophenylthio)guanosine S1C=CC(=C1)SC=1N([C@H]2[C@H](O)[C@H](O)[C@@H](CO)O2)C=2N=C(NC(C2N1)=O)N